(S)-Methyl 5-(2-((tert-butoxycarbonyl)amino)propoxy)-2-methylbenzoate C(C)(C)(C)OC(=O)N[C@H](COC=1C=CC(=C(C(=O)OC)C1)C)C